(R)-2-chloro-8-methyl-N-(3-(methylamino)-6-(trifluoromethyl)pyridazin-4-yl)-8-(trifluoromethyl)-7,8-dihydro-6H-pyrazolo[1,5-a]pyrrolo[2,3-e]pyrimidine-6-carboxamide ClC1=NN2C(N=CC3=C2[C@@](CN3C(=O)NC3=C(N=NC(=C3)C(F)(F)F)NC)(C(F)(F)F)C)=C1